N-(4-(2-(5-Fluoropyridin-2-yl)-6,6-dimethyl-6,7-dihydro-4H-pyrazolo[5,1-c][1,4]oxazin-3-yl)pyridin-2-yl)cyclopropanecarboxamide FC=1C=CC(=NC1)C1=NN2C(COC(C2)(C)C)=C1C1=CC(=NC=C1)NC(=O)C1CC1